2-((3-(2-bromo-3-(1,4-benzodioxan-6-yl)anilino)isothiazolo[4,5-b]pyrazin-6-ylmethylene)amino)-2-methyl-3-hydroxypropionic acid BrC1=C(NC2=NSC=3C2=NC=C(N3)C=NC(C(=O)O)(CO)C)C=CC=C1C1=CC3=C(OCCO3)C=C1